C1(CCCO1)=O gamma-butyrolacton